N4-(3-fluoropyridin-2-yl)-N6-(3-(methylsulfonyl)pyridin-2-yl)pyrimidine-4,6-diamine FC=1C(=NC=CC1)NC1=NC=NC(=C1)NC1=NC=CC=C1S(=O)(=O)C